C(C)(C)(C)OC(=O)NNC(C1=C(C=C(C=C1)F)I)=O 2-(4-fluoro-2-iodobenzoyl)hydrazine-1-carboxylic acid tert-butyl ester